NC1=CC=C(C=C1)NC(\C=C/C(=O)O)=O (2Z)-4-[(4-aminophenyl)amino]-4-oxo-2-butenoic acid